hydroxyethylaminobenzene OCCNC1=CC=CC=C1